tert-butyl((1R,3r,5S)-8-azabicyclo[3.2.1]octan-3-yl)carbamate C(C)(C)(C)OC(NC1C[C@H]2CC[C@@H](C1)N2)=O